8-[(2S,5R)-4-[(4-fluorophenyl)(1,2-thiazol-5-yl)methyl]-2,5-dimethylpiperazin-1-yl]-5-methyl-6-oxo-5,6-dihydro-1,5-naphthyridine-2-carbonitrile FC1=CC=C(C=C1)C(N1C[C@@H](N(C[C@H]1C)C1=CC(N(C=2C=CC(=NC12)C#N)C)=O)C)C1=CC=NS1